(tert-butyl)-2-butylbenzofuran-3-carboxamide C(C)(C)(C)C1=CC=CC2=C1C(=C(O2)CCCC)C(=O)N